FC=1C=CC=2N(C1)C(=CN2)C2=CN=C1N2C=C(C=C1)F 6,6'-difluoro-3,3'-biimidazo[1,2-a]pyridine